[Na].O1NN=CC=C1 oxadiazine sodium salt